[Cl-].C(CCCCC)OC(=O)OC(C(=O)OC1CC2CCC(C1)[N+]21CCCC1)(C1=CC=CC=C1)C1=CC=CC=C1 3-(2-(((Hexyloxy)carbonyl)oxy)-2,2-diphenyl-acetoxy)spiro[bicyclo[3.2.1]octane-8,1'-pyrrolidin]-8-ium chloride